Cl[Rh](C1(C(=C(C(=C1C)C)C)C)C)Cl dichloro-(1,2,3,4,5-pentamethylcyclopent-2,4-dien-1-yl)rhodium